1-[2-[3-(difluoromethyl)-5-methyl-pyrazol-1-yl]-6-[6-[(6-methylpyridazin-3-yl)amino]benzimidazol-1-yl]-3-pyridinyl]ethanol sodium [Na].FC(C1=NN(C(=C1)C)C1=NC(=CC=C1C(C)O)N1C=NC2=C1C=C(C=C2)NC=2N=NC(=CC2)C)F